N-((S)-1,1-dicyclopropyl-3-((4-((S)-1-((2,2-difluoropropyl)amino)-1-oxopropan-2-yl)-2-fluorophenyl)amino)-3-oxopropan-2-yl)-1-isopropyl-1H-pyrazole-5-carboxamide C1(CC1)C([C@@H](C(=O)NC1=C(C=C(C=C1)[C@@H](C(=O)NCC(C)(F)F)C)F)NC(=O)C1=CC=NN1C(C)C)C1CC1